1H-pyrazolo[4,3-b]pyridine-7-carboxylic acid amide N1N=CC2=NC=CC(=C21)C(=O)N